CC1=C(C(=CC=C1)C)NC1=NN(C2=NC(=NC=C21)NC2=CC=C1CCN(CC1=C2)C(COC=2C=C1CN(C(C1=CC2)=O)C2C(NC(CC2)=O)=O)=O)C 3-(5-(2-(7-((3-((2,6-dimethylphenyl)amino)-1-methyl-1H-pyrazolo[3,4-d]pyrimidine-6-yl)amino)-3,4-dihydroisoquinolin-2(1H)-yl)-2-oxoethoxy)-1-oxoisoindolin-2-yl)piperidine-2,6-dione